ClC1=C(C=CC=C1)S(=O)(=O)NC1=NC(=C(C=C1)C1=NC=2C=NC(=NC2N(C1=O)C(C)C)NC1CCC(CC1)N(C)C)OC 2-Chloro-N-(5-(2-(((1r,4r)-4-(dimethylamino)cyclohexyl)amino)-8-isopropyl-7-oxo-7,8-dihydropteridin-6-yl)-6-methoxypyridin-2-yl)benzenesulfonamide